C(C)(C)(C)N1N=C(C=C1NC=1C=CC2=C(C(NS2(=O)=O)=O)C1)[C@@H]1C[C@@H](CC1)O[Si](C)(C)C(C)(C)C 5-((1-(tert-butyl)-3-((1S,3R)-3-((tert-butyldimethylsilyl)oxy)cyclopentyl)-1H-pyrazol-5-yl)amino)benzo[d]isothiazol-3(2H)-one 1,1-dioxide